N[C@H]1CCC2=CC(=CC=C12)N1C(=NC=2C1=NC(=CC2)OC2CC2)C=2C(=NC=CC2)N (S)-3-(3-(1-amino-2,3-dihydro-1H-inden-5-yl)-5-cyclopropoxy-3H-imidazo[4,5-b]pyridin-2-yl)pyridin-2-amine